ClC1=C(C=NC=C1)C(C)C 4-Chloro-3-isopropylpyridine